2-methyl-2-morpholino-1-(4-vinylphenyl)propan-1-one CC(C(=O)C1=CC=C(C=C1)C=C)(C)N1CCOCC1